C1(=CC=CC=C1)NC(=O)NC1=CC=CC=C1 N,N'-diphenylurea